tri-tert-butyl (3S,10S,14S)-1-[(1r,4S)-4-(aminomethyl)cyclohexyl]-3-[(4-methylphenyl)methyl]-1,4,12-trioxo-2,5,11,13-tetraazahexadecane-10,14,16-tricarboxylate NCC1CCC(CC1)C(N[C@H](C(NCCCC[C@H](NC(N[C@@H](CCC(=O)OC(C)(C)C)C(=O)OC(C)(C)C)=O)C(=O)OC(C)(C)C)=O)CC1=CC=C(C=C1)C)=O